5-[1-(2-Fluoro-6-methyl-phenyl)-piperidin-4-yl]-2-pyrrolidin-2-ylmethyl-7-(2-trifluoromethyl-benzyl)-2,4,5,7-tetrahydro-pyrazolo[3,4-d]pyrimidin-6-one FC1=C(C(=CC=C1)C)N1CCC(CC1)N1C(N(C=2C(C1)=CN(N2)CC2NCCC2)CC2=C(C=CC=C2)C(F)(F)F)=O